1-((5-(4-methyl-3-oxopiperazin-1-yl)pyridin-3-yl)methyl)-N-(3-(trifluoromethyl)phenyl)indoline-6-carboxamide CN1C(CN(CC1)C=1C=C(C=NC1)CN1CCC2=CC=C(C=C12)C(=O)NC1=CC(=CC=C1)C(F)(F)F)=O